Br.CN(CC(=O)O)C1(CCCCC1)C[N+](=O)[O-].C1=C(C=CC2=CC=CC=C12)C1=CN=CC(=N1)OCCN1CCOCC1 4-{2-{[6-(naphthalen-2-yl)pyrazin-2-yl]oxy}ethyl}morpholine methyl-(1-(nitromethyl)cyclohexyl)glycinate hydrobromide